FC(OC1=CC=C(C=C1)N1CC=2C(=NC=CC2C1=O)C1=C(C=C(C=C1)F)OCC1(CC1)F)F 2-[4-(difluoromethoxy)phenyl]-4-{4-fluoro-2-[(1-fluorocyclopropyl)methoxy]phenyl}-2,3-dihydro-1H-pyrrolo[3,4-c]pyridin-1-one